FC1=CC=C(C=C1)N1C(=CC2=C1C=C1C=NNC1=C2)C(COC)(C)C 5-(4-fluorophenyl)-6-(2-methoxy-1,1-dimethyl-ethyl)-1H-pyrrolo[2,3-f]indazole